C(#N)C1=C2C(=NC=C1OC1=CC(=NC=C1)NC(C)=O)N=C(N2C)NC2=NN1CCOCC(C1=C2)(C)C N-(4-((7-cyano-2-((4,4-dimethyl-4,5,7,8-tetrahydropyrazolo[1,5-d][1,4]oxazepin-2-yl)amino)-1-methyl-1H-imidazo[4,5-b]pyridin-6-yl)oxy)pyridin-2-yl)acetamide